Cl.ClC1=C(C2=C(OC3=C2N=CN=C3NCC=3C=NC(=NC3)C)N=C1C)C 8-chloro-7,9-dimethyl-N-[(2-methylpyrimidin-5-yl)methyl]pyrido[3',2':4,5]furo[3,2-d]pyrimidin-4-amine hydrochloride